FC1=CC(=C(C=C1F)[C@@H](N1C(C2=CC=CC=C2C1)=O)C=1NC2=CC=CC=C2C1)OC (R)-2-((4,5-difluoro-2-methoxyphenyl)(1H-indole-2-yl)methyl)isoindolin-1-one